(R)-2-amino-2-(4-dihydroxyboryl-benzyl)butanoic acid N[C@](C(=O)O)(CC)CC1=CC=C(C=C1)B(O)O